vinyl butenoate C(C=CC)(=O)OC=C